(bromomethyl)-2-fluoro-1-methoxybenzene BrCC=1C(=C(C=CC1)OC)F